4-amino-N-[(1S)-1-cyano-2-(4'-cyanobiphenyl-4-yl)ethyl]tetrahydro-2H-pyran-4-carboxamide NC1(CCOCC1)C(=O)N[C@@H](CC1=CC=C(C=C1)C1=CC=C(C=C1)C#N)C#N